Acetic acid 4-[7-acetoxy-5-hydroxy-4-oxo-6-(3-propyl-hex-2-enyl)-chroman-2-yl]-phenyl Ester C(C)(=O)OC1=C(C(=C2C(CC(OC2=C1)C1=CC=C(C=C1)OC(C)=O)=O)O)CC=C(CCC)CCC